2,4-diaminophenyl methacrylate C(C(=C)C)(=O)OC1=C(C=C(C=C1)N)N